3-(3-(1-(2-(5-((4,6-difluoro-1H-indol-5-yl)oxy)-2-fluorophenyl)-1H-imidazol-5-yl)ethyl)-2-fluorophenyl)-2-methylpropanoic acid FC1=C2C=CNC2=CC(=C1OC=1C=CC(=C(C1)C=1NC(=CN1)C(C)C=1C(=C(C=CC1)CC(C(=O)O)C)F)F)F